N-{(2S,3S)-2-[(2,3',5'-trifluoro[1,1'-biphenyl]-3-yl)methyl]pyrrolidin-3-yl}methanesulfonamide hydrochloride Cl.FC1=C(C=CC=C1C[C@@H]1NCC[C@@H]1NS(=O)(=O)C)C1=CC(=CC(=C1)F)F